CNC(COCC(=O)NCCCCCCCCCNC(OCC1=CC=CC=C1)=O)=O Benzyl (9-(2-(2-(methylamino)-2-oxoethoxy)acetamido)nonyl)carbamate